FC1=C(C=C(C=C1)C(C(=O)N)C1=NC=CN=C1C)C1=NC=NC2=CC(=CC=C12)N1CCOCC1 2-[4-Fluoro-3-(7-morpholin-4-yl-quinazolin-4-yl)-phenyl]-2-(3-methyl-pyrazin-2-yl)-acetamide